(7-(2-(3-cyanobenzylidene)hydrazine-1-carbonyl)-9H-pyrido[3,4-b]indol-1-yl)cyclopropanecarboxamide C(#N)C=1C=C(C=NNC(=O)C2=CC=C3C4=C(NC3=C2)C(=NC=C4)C4(CC4)C(=O)N)C=CC1